C1=CC=NC=2OCC3N(C21)C(CC3)=O 6,6a,7,8-tetrahydro-9H-pyrido[2,3-b]pyrrolo[1,2-d][1,4]oxazin-9-one